8-(2,3-dichlorophenyl)-4-oxo-1,4-dihydro-1,5-naphthyridine-3-carboxylic acid ClC1=C(C=CC=C1Cl)C=1C=CN=C2C(C(=CNC12)C(=O)O)=O